C(C)(C)(C)C1=CC=C(\C=N\NC(=O)C2=NC(=CN=C2)C2=CC=C(C=C2)OC)C=C1 (E)-N'-(4-(tert-butyl)benzylidene)-6-(4-methoxyphenyl)pyrazine-2-carbohydrazide